hept-5-ene-2,3-dicarboxylic acid di(3-methyl-3-pentenyl) ester CC(CCOC(=O)C(C)C(CC=CC)C(=O)OCCC(=CC)C)=CC